[4-(2-hydroxyethenyl)piperazin-1-yl]methanone OC=CN1CCN(CC1)C=O